Ethyl 2-(1-cyclobutyl-1H-pyrazol-4-yl)-3-fluoro-5-[({1-[4-(trifluoromethoxy) phenyl]cyclopropyl}carbonyl) amino]benzoate C1(CCC1)N1N=CC(=C1)C1=C(C(=O)OCC)C=C(C=C1F)NC(=O)C1(CC1)C1=CC=C(C=C1)OC(F)(F)F